COC1=C(CNC2=NC=NC=C2)C=CC(=C1)OC N-(2,4-dimethoxybenzyl)pyrimidin-4-amine